FC1=C(C=CC=C1[C@](C(F)(F)F)(CO)O)C(C)=O (R)-1-(2-fluoro-3-(1,1,1-trifluoro-2,3-dihydroxypropan-2-yl)phenyl)ethan-1-one